ClC=1C(=NC=C(C1I)Cl)NS(=O)(=O)CCC N-(3,5-dichloro-4-iodopyridin-2-yl)propane-1-sulfonamide